C(CCCCCCCCCC(=O)OCC)(=O)OC=1C(C2=CC=CC=C2C(C1C1CCC(CC1)C1=CC=C(C=C1)Cl)=O)=O 1-(3-((1r,4r)-4-(4-chlorophenyl)cyclohexyl)-1,4-dioxo-1,4-dihydronaphthalen-2-yl) 11-ethyl undecanedioate